N1(CCC1)CCCOC=1C=C2C=C(NC2=CC1)C(=O)N1C[C@H](C=2C3=C(C(=CC12)O)C=CC=C3)CCl (S)-(5-(3-(azetidin-1-yl)propoxy)-1H-indol-2-yl)(1-(chloromethyl)-5-hydroxy-1,2-dihydro-3H-benzo[e]indol-3-yl)methanone